C(=O)(O)C1=CC=C(C(=O)C=2C(=NC3=CC=CC=C3C2)C=O)C=C1 3-(4-carboxybenzoyl)-quinoline-2-carboxaldehyde